1-(3-chloro-4-methyl-6,7,8,9-tetrahydropyrido[3,2-b]indolizin-7-yl)-4,4-dimethyl-2-oxopyrrolidin ClC1=C(C=2C=C3CC(CCN3C2N=C1)N1C(CC(C1)(C)C)=O)C